C(C)NC1=CC(=CC(=N1)N1C(C2=CC(=CC(=C2C1)C(F)(F)F)COCC1(CCC1)O)=O)C=1N(N=CC1C1=NN=CN1C)C 2-[6-(Ethylamino)-4-[2-methyl-4-(4-methyl-1,2,4-triazol-3-yl)pyrazol-3-yl]pyridin-2-yl]-6-{[(1-hydroxycyclobutyl)methoxy]methyl}-4-(trifluoromethyl)-3H-isoindol-1-one